C1\C=C\CCCCCCCCCCC(=O)OC1=O trans-2-tridecene-1,13-dicarboxylic anhydride